C(C)=C1CC2C3CC4=CC=CC(=C4OC3C1C2)C 3-Ethylidene-5-methyl-2,3,4,4a,9,9a-hexahydro-1H-1,4-methanoxanthene